N-(5-bromopyridin-2-yl)-3-((3-chloro-4-fluorophenyl)sulfonamido)benzamide BrC=1C=CC(=NC1)NC(C1=CC(=CC=C1)NS(=O)(=O)C1=CC(=C(C=C1)F)Cl)=O